CS(=O)(=O)C[C@@H]1[C@H](NC1)C.[N] nitrogen (2r,3s)-3-(methylsulfonylmethyl)-2-methylazetidine